CC1=CC(=NN1C1=CC=C(C=C1)CC1=CC=C(C=C1)C1=CC=C(C=C1)C(=O)N1CCNCC1)C(=O)N 5-methyl-1-(4-((4'-(piperazine-1-carbonyl)-[1,1'-biphenyl]-4-yl)methyl)phenyl)-1H-pyrazole-3-carboxamide